O=C1CCCC[C@](N1)(C(=O)OCC)CC=C Ethyl (2R)-7-oxo-2-(prop-2-en-1-yl)azepane-2-carboxylate